OC1=C(C(N(C2=CC=C(C=C12)C1=CC=C(C=C1)OC)CCN1CCOCC1)=O)C(=O)OCC ethyl 4-hydroxy-6-(4-methoxyphenyl)-1-(2-morpholinylethyl)-2-oxo-1,2-dihydroquinoline-3-carboxylate